BrC=1C=2N(C=CC1C(=O)O)N=CC2C2C(C2)C#N 4-Bromo-3-(2-cyanocyclopropyl)pyrazolo[1,5-a]pyridine-5-carboxylic acid